ClC=1C=C(C#N)C=C(C1)CCN1CC(C(C1)C)COC1=CC=C(C=C1)S(=O)(=O)C 3-chloro-5-(2-{3-[(4-methylsulfonylphenoxy)methyl]-4-methylpyrrolidin-1-yl}ethyl)benzonitrile